(2S)-4-(tert-butoxy)-2-methyl-4-oxobutanoic acid C(C)(C)(C)OC(C[C@@H](C(=O)O)C)=O